2-(Allyloxy)-8-amino-6-fluoro-5-methyl-3,4-dihydronaphthalen-1(2H)-one C(C=C)OC1C(C2=C(C=C(C(=C2CC1)C)F)N)=O